FC1=CC=C(C=N1)N1C(=NC=2C1=NC(=CC2)C2=CC=CC=C2)C=2C(=NC=CC2)N 3-(3-(6-fluoropyridin-3-yl)-5-phenyl-3H-imidazo[4,5-b]pyridin-2-yl)pyridin-2-amine